BrC=1C=NC(=NC1)OC=1C=C(C=CC1)C1=CC2=C(NC3=CC=C(C=C23)Cl)C(=N1)C [3-(5-bromo-pyrimidin-2-yloxy)-phenyl]-6-chloro-1-methyl-9H-pyrido[3,4-b]indole